4-(butylthio)cyclohexanone C(CCC)SC1CCC(CC1)=O